2,4,6-trimethylbenzoyl-di(p-tolyl)phosphine oxide CC1=C(C(=O)P(C2=CC=C(C=C2)C)(C2=CC=C(C=C2)C)=O)C(=CC(=C1)C)C